BrC1=CC=CC(=N1)C1=CN=C2N1C=CC(=C2)C2=CN=C(N2COCC[Si](C)(C)C)C 2-[[5-[3-(6-bromo-2-pyridyl)imidazo[1,2-a]pyridin-7-yl]-2-methyl-imidazol-1-yl]methoxy]ethyl-trimethyl-silane